ethyl 2-(benzyloxy)-6-ethoxy-1-oxoisoindoline-5-carboxylate C(C1=CC=CC=C1)ON1C(C2=CC(=C(C=C2C1)C(=O)OCC)OCC)=O